O1C(CCCC1)N1C=NC(=C1)S(=O)(=O)C1=CC=C(C=N1)C(=O)O 6-[(1-tetrahydropyran-2-yl-imidazol-4-yl)sulfonyl]pyridine-3-carboxylic acid